2-(2-((tert-butoxycarbonyl)amino)ethoxy)ethyl (E)-3-(2,3-dihydrobenzo[b][1,4]dioxin-6-yl)acrylate O1C2=C(OCC1)C=C(C=C2)/C=C/C(=O)OCCOCCNC(=O)OC(C)(C)C